4-[5-(2-amino-1-hydroxyethyl)pyridin-2-yl]-3-[5-(2-methoxyphenyl)-2-methylpyrazol-3-yl]oxybenzonitrile NCC(O)C=1C=CC(=NC1)C1=C(C=C(C#N)C=C1)OC=1N(N=C(C1)C1=C(C=CC=C1)OC)C